1,2-bis-O-oleoyl-3-O-beta-D-galactopyranosyl-glycerol C(CCCCCCC\C=C/CCCCCCCC)(=O)OCC(OC(CCCCCCC\C=C/CCCCCCCC)=O)CO[C@H]1[C@H](O)[C@@H](O)[C@@H](O)[C@H](O1)CO